ClC1=CC=C(C=C1)C1=C(CCC(C1)(C)C)CN1C2CN(CC1CC2)C=2C=C1C(N(C(C1=CC2)=O)C2C(NC(CC2)=O)=O)=O 5-(8-((4'-chloro-5,5-dimethyl-3,4,5,6-tetrahydro-[1,1'-biphenyl]-2-yl)methyl)-3,8-diazabicyclo[3.2.1]oct-3-yl)-2-(2,6-dioxopiperidin-3-yl)isoindoline-1,3-dione